ClC1=C(CNC(=O)[C@]2(C=3C=C(C=NC3[C@H](CC2)O)C)F)C=CC(=C1)Cl (5S,8S)-N-(2,4-dichloro-benzyl)-5-fluoro-8-hydroxy-3-methyl-5,6,7,8-tetrahydroquinoline-5-carboxamide